FC1=C(C=CC=C1C(F)(F)F)C1=CC(=CC=C1)[C@@H]1N(OCC1)C1=CC(=NC=N1)NC=1C(=CC(=C(C1)NC(C=C)=O)N1CCN(CC1)C)OC (R)-N-(5-((6-(3-(2'-fluoro-3'-(trifluoromethyl)-[1,1'-biphenyl]-3-yl)isoxazolidin-2-yl)pyrimidin-4-yl)amino)-4-methoxy-2-(4-methylpiperazin-1-yl)phenyl)acrylamide